4-hydroxy-2,7-dimethyl-6-phenylquinoline-8-carbonitrile OC1=CC(=NC2=C(C(=C(C=C12)C1=CC=CC=C1)C)C#N)C